(2R,8aS)-2-(2,3-dichloro-6-methoxyphenyl)-5-oxo-2,3,8,8a-tetrahydro-1H-indolizine-7-carbonitrile ClC1=C(C(=CC=C1Cl)OC)[C@H]1C[C@H]2CC(=CC(N2C1)=O)C#N